CC=1C=CC=C2CCO[C@@H](C12)[C@@H]1NCCC1 (R)-2-((S)-8-methylisochroman-1-yl)pyrrolidine